(3S)-1-[7-({8-fluoro-2-methylimidazo[1,2-a]pyridin-6-yl}carbamoyl)-2-methylindazol-4-yl]pyrrolidin-3-yl 4-nitrobenzenesulfonate [N+](=O)([O-])C1=CC=C(C=C1)S(=O)(=O)O[C@@H]1CN(CC1)C=1C2=CN(N=C2C(=CC1)C(NC=1C=C(C=2N(C1)C=C(N2)C)F)=O)C